9-bromo-1-(4-fluorophenyl)-8-methoxy-5,6-dihydroimidazo[5,1-a]isoquinoline-3-carboxylic acid BrC1=C(C=C2CCN3C(C2=C1)=C(N=C3C(=O)O)C3=CC=C(C=C3)F)OC